naphtho[2,1-b]benzofuran-9-ylboronic acid C1=CC=CC=2C=CC=3OC4=C(C3C12)C=CC(=C4)B(O)O